BrC=1C=NN(C1)C1(CCNCC1)CO [4-(4-bromopyrazol-1-yl)-4-piperidyl]methanol